C(=O)(O)C#CC(=O)O dicarboxyacetylene